(2S)-2-(1-((trimethylsilyl)methyl)-1H-1,2,3-triazol-4-yl)-4',5'-dihydrospiro[piperidine-4,7'-thieno[2,3-c]pyran] C[Si](C)(C)CN1N=NC(=C1)[C@H]1NCCC2(OCCC3=C2SC=C3)C1